ClC1=CC=C(COC2N(C(C3=CC(=CC=C3C2)C)=O)C)C=C1 ((4-chlorobenzyl)oxy)-2,7-dimethyl-3,4-dihydroisoquinolin-1(2H)-one